ClCC(=O)N(CC1=CC=C(C=C1)C(F)(F)F)C1(CN(C1)C(=O)OC(C)(C)C)C#N tert-butyl 3-(2-chloro-N-(4-(trifluoromethyl)benzyl)acetamido)-3-cyanoazetidine-1-carboxylate